2-chlorophenyl (3S)-3-{[4-(aminomethyl)-3-methoxybenzyl]carbamoyl}-4-[N2-(2-benzyl-2-azaspiro[4.5]dec-8-yl)-N6-(methylsulfonyl)-D-lysyl]piperazine-1-carboxylate NCC1=C(C=C(CNC(=O)[C@@H]2CN(CCN2C([C@H](NC2CCC3(CCN(C3)CC3=CC=CC=C3)CC2)CCCCNS(=O)(=O)C)=O)C(=O)OC2=C(C=CC=C2)Cl)C=C1)OC